5-(2-((methylamino)methyl(phenyl)thiophen-2-yl)ethyl)-7-(((S)-tetrahydrofuran-3-yl)oxy)phthalazin-1-amine CNC1=C(C(=C(S1)CCC1=C2C=NN=C(C2=CC(=C1)O[C@@H]1COCC1)N)C1=CC=CC=C1)C